3-(N-(2-(5-cyanothiophen-2-yl)-5-(trifluoromethyl)phenyl)sulfamoyl)-4-methoxybenzoic Acid C(#N)C1=CC=C(S1)C1=C(C=C(C=C1)C(F)(F)F)NS(=O)(=O)C=1C=C(C(=O)O)C=CC1OC